N-(6-amino-3-(2-chloro-5-fluorophenyl)-1-oxo-2,3-dihydro-1H-benzisoindol-4-yl)-3-fluoro-5-trifluoromethylbenzamide NC1=CC=CC=2C1=CC(=C1C(NC(C21)=O)C2=C(C=CC(=C2)F)Cl)NC(C2=CC(=CC(=C2)C(F)(F)F)F)=O